cesium bis(4-hydroxybutyl)dithiocarbamate OCCCCN(C([S-])=S)CCCCO.[Cs+]